methyl (E)-2-[2-(3-n-propyloxy-phenoxy)phenyl]3-methoxyacrylate C(CC)OC=1C=C(OC2=C(C=CC=C2)/C(/C(=O)OC)=C\OC)C=CC1